1-methyl-1H-pyrazolo[3,4-b]pyridine-5-amine CN1N=CC=2C1=NC=C(C2)N